S1C=NC2=C1C=CC(=C2)C2N(CCC(C2)=C=O)C(=O)OCC2=CC=CC=C2 Benzyl 2-(benzo[d]thiazol-5-yl)-4-carbonylpiperidine-1-carboxylate